diaminobutyryl-benzylamine diacetate C(C)(=O)O.C(C)(=O)O.NC(CCC(=O)NCC1=CC=CC=C1)N